[(2S,6R)-6-(4-benzamido-2-oxo-pyrimidin-1-yl)-2-(triisopropylsilyloxymethyl)-1,4-di-oxan-2-yl]methyl benzoate C(C1=CC=CC=C1)(=O)OC[C@]1(O[C@H](COC1)N1C(N=C(C=C1)NC(C1=CC=CC=C1)=O)=O)CO[Si](C(C)C)(C(C)C)C(C)C